isopropyl 3-(3-acrylamido-4-methylphenyl)-2-(2-(4-methylpiperazin-1-yl)thiazol-5-yl)-1H-pyrrolo[2,3-b]pyridine-5-carboxylate C(C=C)(=O)NC=1C=C(C=CC1C)C1=C(NC2=NC=C(C=C21)C(=O)OC(C)C)C2=CN=C(S2)N2CCN(CC2)C